S1CCC(CC1)=NNCC(=O)OC(C)(C)C tert-butyl ((tetrahydro-4H-thiopyran-4-ylidene)amino)glycinate